CN(CCC1=CC=C(C=C1)NC(=O)C1=C(C=C(C(=O)OCC2=CC=C(C=C2)N2C=NC=C2)C=C1)NC(=O)C=1OC2=CC=CC=C2C(C1)=O)CC=1C=C2C=NN(C2=CC1)C 4-(1H-Imidazol-1-yl)benzyl 4-((4-(2-(methyl((1-methyl-1H-indazol-5-yl)methyl)amino)ethyl)phenyl)carbamoyl)-3-(4-oxo-4H-chromene-2-carboxamido)benzoate